tert-butyl 2H-spiro[benzofuran-3,1'-cyclopropane]-2'-carbamate C12(C(C1)NC(=O)OC(C)(C)C)COC1=C2C=CC=C1